C1(=CC=CC=C1)N=C(C(F)(F)F)O[C@H]1[C@H](O)[C@@H](O)[C@@H](O)[C@H](O1)CO β-D-galactopyranosyl (N-phenyl)trifluoroacetimidate